(R)-2-amino-N-((3S,4S)-4-(3-chlorophenyl)-1-(imidazo[1,5-a]pyridine-8-carbonyl)piperidin-3-yl)-3-methylbutanamide N[C@@H](C(=O)N[C@@H]1CN(CC[C@H]1C1=CC(=CC=C1)Cl)C(=O)C=1C=2N(C=CC1)C=NC2)C(C)C